OC=1C=C(C=CC1O)C(C=CC1=CC=C(C=C1)O)=O 1-(3,4-dihydroxyphenyl)-3-(4-hydroxyphenyl)prop-2-en-1-one